C(C)(=O)C1=CC=CC=C1 [e]-acetophenone